N=1N=CN2N=C(C=CC21)NC(CN2N=C(C1=C(C2=O)SC(=N1)C(C)(F)F)C(C)C)=O N-([1,2,4]triazolo[4,3-b]pyridazin-6-yl)-2-(2-(1,1-difluoroethyl)-4-isopropyl-7-oxothiazolo[4,5-d]pyridazin-6(7H)-yl)acetamide